N1C=CC2=CC=CC=C12.[C] carbon indole